Chlorotitanium triisopropoxide CC([O-])C.CC([O-])C.CC([O-])C.Cl[Ti+3]